butyl-5-(3,4-dichlorophenyl)-4-(2-fluoropyridin-3-yloxy)thieno[2,3-d]pyrimidine C(CCC)C=1N=C(C2=C(N1)SC=C2C2=CC(=C(C=C2)Cl)Cl)OC=2C(=NC=CC2)F